N-tetradecyl-2-(3,4-diethoxyphenyl)-3,7-diethoxyquinolin-4-one C(CCCCCCCCCCCCC)N1C(=C(C(C2=CC=C(C=C12)OCC)=O)OCC)C1=CC(=C(C=C1)OCC)OCC